2-((2-bromo-4,5-dimethylbenzo[d]thiazol-6-yl)oxy)propan-1-ol BrC=1SC2=C(N1)C(=C(C(=C2)OC(CO)C)C)C